C(#N)C(C)(C)N=NC(C#N)(C)C 2-(1-cyano-1-methyl-ethyl)azo-2-methyl-propanenitrile